ClC=1C=C(NC=2C3=C(N=CN2)C=CC(=N3)N3[C@@H]2CN([C@H](C3)C2)C(C=C)=O)C=CC1OCC1COC1 1-[(1S,4S)-5-[4-[3-chloro-4-(oxetan-3-ylmethoxy)anilino]pyrido[3,2-d]pyrimidin-6-yl]-2,5-diazabicyclo[2.2.1]heptan-2-yl]prop-2-en-1-one